N-(2-(4,4-difluorocyclohexyl)-6-methylpyrimidin-4-yl)-2-(4,4-dimethyl-1,4-azasilinan-1-yl)-4-((N-methylsulfamoyl)amino)benzamide FC1(CCC(CC1)C1=NC(=CC(=N1)NC(C1=C(C=C(C=C1)NS(NC)(=O)=O)N1CC[Si](CC1)(C)C)=O)C)F